(4-fluorophenyl)(2-(trifluoromethyl)thiazol-4-yl)methanol FC1=CC=C(C=C1)C(O)C=1N=C(SC1)C(F)(F)F